methyl 2-(chloromethyl)-1-(2-methoxyethyl)-1H-benzimidazole-6-carboxylate, hydrochloride salt Cl.ClCC1=NC2=C(N1CCOC)C=C(C=C2)C(=O)OC